1-allyl-3,4-dimethyl-pyrrole-2,5-dione C(C=C)N1C(C(=C(C1=O)C)C)=O